C1N(CCC2=CC=CC=C12)C[C@H](CC(=O)NO)N1N=NC(=C1)CNC(C1=CC(=C(C=C1)F)F)=O N-[[1-[(1S)-1-(3,4-Dihydro-1H-isochinolin-2-ylmethyl)-3-(hydroxyamino)-3-oxo-propyl]triazol-4-yl]methyl]-3,4-difluoro-benzamid